S(=O)(=O)(ON1C2CCCN(C1)C2)[O-] 1,6-diazabicyclo[3.2.1]octan-6-yl sulfate